ClC=1C(=C(C(=CC1)C(F)F)C1=CN=CC(=N1)C(=O)NC=1C=NN(C1)CC=1C=NC(=NC1)N1C(CCC1)CC(C)(C)O)F 6-(3-Chloro-6-(difluoromethyl)-2-fluorophenyl)-N-(1-((2-(2-(2-hydroxy-2-methylpropyl)pyrrolidin-1-yl)pyrimidin-5-yl)methyl)-1H-pyrazol-4-yl)pyrazine-2-carboxamide